C(C)(C)(C)OC(=O)N1CC(CCC1)C(C)(C)N 3-(2-aminoprop-2-yl)piperidine-1-carboxylic acid tert-butyl ester